ClC1=C(C=C(C=C1)C1=NC=CC=C1)CNC1=NN2C(NC(=CC2=O)CCC)=N1 2-[[2-chloro-5-(2-pyridinyl)phenyl]methylamino]-5-propyl-4H-[1,2,4]triazolo[1,5-a]pyrimidin-7-one